1-(4-fluoro-2-methylphenyl)-3-(2-methoxy-6-((tetrahydro-2H-pyran-2-yl)oxy)pyridin-3-yl)-7-(trifluoromethyl)-2,3-dihydroquinazolin-4(1H)-one FC1=CC(=C(C=C1)N1CN(C(C2=CC=C(C=C12)C(F)(F)F)=O)C=1C(=NC(=CC1)OC1OCCCC1)OC)C